4-chloro-N,N-dimethyl-benzamide ClC1=CC=C(C(=O)N(C)C)C=C1